C1(CCC1)C=1SC(=CN1)C1=C(C(=O)O)C=C(C=C1)NC(=O)C1(CC1)C1=C(C=C(C=C1)C(F)(F)F)F 2-(2-Cyclobutyl-1,3-thiazol-5-yl)-5-[({1-[2-fluoro-4-(trifluoromethyl)phenyl]cyclopropyl}carbonyl)amino]benzoic acid